ClC=1C(N(N=CC1Cl)C1=CC=C(C=C1)C1CCCC1)=O 4,5-dichloro-2-(4-cyclopentylphenyl)pyridazin-3-one